NC1=C2C(=NC=N1)N(N=C2I)[C@H]2C[C@@H](N(C2)C(C=C)=O)CC#N 2-[(2R,4S)-4-[4-amino-3-iodopyrazolo[3,4-d]pyrimidin-1-yl]-1-(prop-2-enoyl)pyrrolidin-2-yl]acetonitrile